(S)-1-(4-hexyl-2,5-dimethoxyphenyl)butan-2-amine C(CCCCC)C1=CC(=C(C=C1OC)C[C@H](CC)N)OC